CS(=O)(=O)OCCC1=NN(C=C1NC(=O)OC(C)(C)C)C 2-[4-(tert-butoxycarbonylamino)-1-methyl-pyrazol-3-yl]ethyl methanesulfonate